5-cyano-1,2,3-triazol C(#N)C1=CN=NN1